C1C2=C(C=CC(=C2)F)NC(=O)N1C3=CSC(=N3)C4=CC=NC=C4 Dihydro-quinazolinone